(Z)-2-(4-(8-((2-(2,6-dioxopiperidin-3-yl)-1,3-dioxoisoindol-4-yl)amino)octyl)piperazin-1-yl)-N-(5-((5-fluoro-2-oxoindole-3-ylidene)methyl)-4-methyl-1H-pyrrol-3-yl)acetamide O=C1NC(CCC1N1C(C2=CC=CC(=C2C1=O)NCCCCCCCCN1CCN(CC1)CC(=O)NC1=CNC(=C1C)\C=C\1/C(NC2=CC=C(C=C12)F)=O)=O)=O